C1(CCCC1)N1C(C(=CC2=C1N=C(N=C2)NC2=CC=C1C(CNCC1=C2)(C)C)C#N)=O 8-cyclopentyl-2-((4,4-dimethyl-1,2,3,4-tetrahydroisoquinolin-7-yl)amino)-7-oxo-7,8-dihydropyrido[2,3-d]pyrimidine-6-carbonitrile